CC1=C2OC=3C=CC=C(C[C@@H]4N(C(COC(C=C1)=N2)=O)CC[C@@H]4NS(=O)(=O)C)C3 N-[(15aS,16S)-7-methyl-1-oxo-1,2,15a,16,17,18-hexahydro-15H-4,8-(azeno)-10,14-(metheno)pyrrolo[1,2-d][1,12,4]dioxazacycloheptadecin-16-yl]methanesulfonamide